aluminum sesquihydrate O.[Al].O.O.[Al]